tetrahydrooxazolo[5,4-f]isoquinolin-2(3H)-one O1C(NC2C1=C1C=CN=CC1CC2)=O